C(#N)C1=CC=C(C=C1)C1=NC2=C(N1[C@H](C(=O)NC1CCCCC1)C1CCCCC1)C=CC=C2 (S)-2-[2-(4-cyano-phenyl)-benzimidazol-1-yl]-2,N-dicyclohexyl-acetamide